FC1=CC=C(C=N1)C=1C=2N(C=C(C1)OCC#C)N=CC2C#N 4-(6-fluoropyridin-3-yl)-6-(prop-2-yn-1-yloxy)pyrazolo[1,5-a]pyridine-3-carbonitrile